N1C(=NC=C1)C1=CC=C(C(=O)O)C=C1 4-(1H-imidazol-2-yl)benzoic acid